3,4-Dibromo-5-[(2,3-dibromo-4,5-dihydroxyphenyl)methyl]benzene-1,2-diol BrC1=C(C(=CC(=C1Br)CC1=C(C(=C(C(=C1)O)O)Br)Br)O)O